C(C1=CC=CC=C1)C1(CN(CC1)S(=O)(=O)C1=NN(N=C1)C)C=1C=C2C=NN(C2=CC1OC)C=1C=CC(N(C1)C)=O 5-(5-(3-benzyl-1-((2-methyl-2H-1,2,3-triazol-4-yl)sulfonyl)pyrrolidin-3-yl)-6-methoxy-1H-indazol-1-yl)-1-methylpyridin-2(1H)-one